(3,3-dimethylbutyl)-dimethylchlorosilane CC(CC[Si](Cl)(C)C)(C)C